5-chloro-N-methyl-1'-[[1-(2-methylsulfonylethyl)pyrazol-4-yl]methyl]spiro[1H-isobenzofuran-3,4'-piperidine]-1-carboxamide ClC=1C=C2C(=CC1)C(OC21CCN(CC1)CC=1C=NN(C1)CCS(=O)(=O)C)C(=O)NC